[NH3+][C@@H](CC1=CNC2=CC=CC=C12)C(=O)O tryptophanium